C(#N)N1C[C@@H](CC1)NC(C1=C(C=C(C=C1)C=1C=NN(C1)C)OC)=O (R)-N-(1-cyanopyrrolidin-3-yl)-2-methoxy-4-(1-methyl-1H-pyrazol-4-yl)benzamide